CC1=C(C(=C(C1([Hf](C1=C(C2=C3CCCC3=CC=C2C1)C(C)CC)(C)C)C)C)C)C Pentamethylcyclopentadienyl-dimethyl-(1-sec-butyl-3,6,7,8-tetrahydro-as-indacenyl)hafnium